tert-Butyl 6-(chlorosulfonyl)-2,6-diazaspiro[3.4]octane-2-carboxylate ClS(=O)(=O)N1CC2(CN(C2)C(=O)OC(C)(C)C)CC1